FC=1C=C2C(C3=C(C=4C=CC=NC4CC3)OC2=C(C1)[C@@H](C)N[S@](=O)C(C)(C)C)=O (R)-N-((R)-1-(9-fluoro-7-oxo-5,7-dihydro-6H-chromeno[2,3-f]quinolin-11-yl)ethyl)-2-methylpropane-2-sulfinamide